tert-butyl 3-[6-[2-cyano-3-[[ethyl(methyl)sulfamoyl]amino]-6-fluoro-phenoxy]-5-methyl-4-oxo-quinazolin-3-yl]-8-azaspiro[4.5]decane-8-carboxylate C(#N)C1=C(OC=2C(=C3C(N(C=NC3=CC2)C2CCC3(C2)CCN(CC3)C(=O)OC(C)(C)C)=O)C)C(=CC=C1NS(N(C)CC)(=O)=O)F